NCCCCCCCCCCCCC1=CC2=C(N(C(N2C)=O)C2C(NC(CC2)=O)=O)C=C1 3-(5-(12-aminododecyl)-3-methyl-2-oxo-2,3-dihydro-1H-benzo[d]imidazol-1-yl)piperidine-2,6-dione